FC1=C(C=CC(=C1)F)C1=CC(=NO1)C(=O)N1[C@H](C2=CC=CC=C2[C@@](C1)(C=1C=NN(C1)C)C)C [5-(2,4-difluorophenyl)isoxazol-3-yl]-[(1s,4r)-1,4-dimethyl-4-(1-methylpyrazol-4-yl)-1,3-dihydroisoquinolin-2-yl]methanone